4-ethynyl-1,2-difluorobenzene C(#C)C1=CC(=C(C=C1)F)F